CSC1=NC=C(C=N1)C=O (methylthio)pyrimidine-5-carbaldehyde